(9,10-bis(p-tolyl)-heptafluorophenanthryl) gallate C(C1=CC(O)=C(O)C(O)=C1)(=O)OC1=C(C(=C(C=2C3=C(C(=C(C(=C3C(=C(C12)C1=CC=C(C=C1)C)C1=CC=C(C=C1)C)F)F)F)F)F)F)F